CC1=CC=CC=C1C o-Xylol